C(C)(C)(C)OC(N[C@H]1CN(CC1)C1=C2C(=NC=C1)NC=C2C#N)=O N-[(3R)-1-(3-cyano-1H-pyrrolo[2,3-b]pyridin-4-yl)pyrrolidin-3-yl]carbamic acid tert-butyl ester